ClC1=CC(=NC=C1)CC(=O)C1CC(C1)NC(OC(C)(C)C)=O tert-butyl ((1r,3r)-3-(2-(4-chloropyridin-2-yl)acetyl)cyclobutyl)carbamate